[N+](=O)([O-])C=1C=CC(=NC1)CCCC=1OC=CN1 2-(3-(5-nitropyridine-2-yl)propyl)oxazole